4-methyl-11-azatricyclo[6.2.1.02,7]Undec-2,4,6-triene hydrochloride Cl.CC=1C=C2C3CCC(C2=CC1)N3